ClC1=C(OCC2CN(C(O2)C(F)(F)F)C2=CC(=C(C#N)C=C2)C(F)(F)F)C=CC(=C1)[N+](=O)[O-] 4-(5-((2-Chloro-4-nitrophenoxy)methyl)-2-(trifluoromethyl)oxazolidin-3-yl)-2-(trifluoromethyl)benzonitril